NC1CCN(CC1)C1=CC=C(C(=N1)C1=CC(=C(C=C1)C#N)F)C1=CC(=C(C=C1)OC)O 6-(4-Aminopiperidin-1-yl)-2-(4-cyano-3-fluorophenyl)-3-(3-hydroxy-4-methoxyphenyl)pyridine